γ,γ'-azobis(γ-cyanovaleric acid) N(=NC(CCC(=O)O)(C)C#N)C(CCC(=O)O)(C)C#N